4-((tert-butoxycarbonyl) amino) piperidine-4-carboxylate N1CCC(CC1)C(=O)ONC(=O)OC(C)(C)C